((3R,4S)-3-methyltetrahydro-2H-pyran-4-yl)-7H-pyrrolo[2,3-d]pyrimidine-6-carbonitrile C[C@H]1COCC[C@@H]1C=1N=CC2=C(N1)NC(=C2)C#N